2-methyl-2H-1,2,3-triazole-4-carboxaldehyde CN1N=CC(=N1)C=O